FC1=C(C(=CC=C1)C(F)(F)F)NC(=O)NC(CC(C)=O)=O N-((2-fluoro-6-trifluoromethyl-phenyl)carbamoyl)-3-oxo-butyramide